C(C)(C)(C)C=1C=C(CC(C(=O)[O-])(C(=O)[O-])CCCC)C=C(C1O)C(C)(C)C 2-(3,5-dit-butyl-4-hydroxybenzyl)-2-n-butylmalonate